C(C)OC1=NC(=NC=C1C(=O)NC=1N=CC=2N(C1)C=C(N2)C)S(=O)C 4-ethoxy-N-(2-methylimidazo[1,2-a]pyrazin-6-yl)-2-(methylsulfinyl)pyrimidine-5-carboxamide